(R)-1-(1-propenylpiperidin-3-yl)-4-amino-N-(5-chlorobenzo[d]oxazol-2-yl)-1H-pyrazolo[3,4-d]pyrimidine-3-carboxamide C(=CC)N1C[C@@H](CCC1)N1N=C(C=2C1=NC=NC2N)C(=O)NC=2OC1=C(N2)C=C(C=C1)Cl